C(C)(C)(C)C=1C=C(CN2C(N(C(N(C2=O)CC2=CC(=C(C(=C2)C(C)(C)C)O)C(C)(C)C)=O)CC2=CC(=C(C(=C2)C(C)(C)C)O)C(C)(C)C)=O)C=C(C1O)C(C)(C)C 1,3,5-tris(3,5-di-tert-butyl-4-hydroxybenzyl)-1,3,5-triazinane-2,4,6-trione